6-(4-hydroxyphenoxy)2,4-bis(n-octyl-thio)-1,3,5-triazine OC1=CC=C(OC2=NC(=NC(=N2)SCCCCCCCC)SCCCCCCCC)C=C1